ClC=1N=C(C2=C(N1)COC2)N2CC=1C=C(C=NC1CC2)C2CC2 2-chloro-4-(3-cyclopropyl-7,8-dihydro-1,6-naphthyridin-6(5H)-yl)-5,7-dihydrofuro[3,4-d]pyrimidine